N-[6-[(3S)-3-aminopyrrolidin-1-yl]-2-methyl-pyrimidin-4-yl]-5-(4-pyridinyl)thiazol-2-amine N[C@@H]1CN(CC1)C1=CC(=NC(=N1)C)NC=1SC(=CN1)C1=CC=NC=C1